CC=1C=CC=C2C=CN=C(C12)N(C(C1=NC=C(C=C1)NC1=NC=CC=N1)=O)[C@H]1CN(CCC1)C(=O)OC(C)(C)C tert-butyl (R)-3-(N-(8-methylisoquinolin-1-yl)-5-(pyrimidin-2-ylamino)picolinamido)piperidine-1-carboxylate